hexamethylene itaconate C1(C(=C)CC(=O)OCCCCCCO1)=O